C(C)(=O)C1=C(C(=C(S1)NC1=C(C=C(C=C1)I)F)C(=O)NC[C@H]1OC(OC1)(C)C)C (R)-5-acetyl-N-((2,2-dimethyl-1,3-dioxacyclopentane-4-yl)methyl)-2-((2-fluoro-4-iodophenyl)amino)-4-methylthiophene-3-carboxamide